ClC=1C=C(C=CC1C#N)N1CC2(C[C@H]1C)CCN(CC2)C2=CC=C(C(=O)N1CCC(CC1)CN1CCN(CC1)C1=CC=C(C(=O)N[C@H]3C(NC(CC3)=O)=O)C=C1)C=C2 4-(4-((1-(4-((R)-2-(3-Chloro-4-cyanophenyl)-3-methyl-2,8-diazaspiro[4.5]decan-8-yl)benzoyl)piperidin-4-yl)methyl)piperazin-1-yl)-N-((R)-2,6-dioxopiperidin-3-yl)benzamide